C(CCC)C1(C=CC=C1)[Hf]C1(C=CC=C1)CCCC bis(n-butylcyclopentadienyl)hafnium